O1C=CC2=C1C(=CC=C2)C(C)C=2N=CNC2 4-[1-(1-benzofuran-7-yl)ethyl]-1H-imidazole